2,7-dimethyl-2,7-octanediamine CC(C)(CCCCC(C)(N)C)N